C(C1=CC=CC=C1)NC(CC1=NC=C(C=C1)C1=CC=C(C=C1)OCCCl)=O N-benzyl-2-(5-[4-(2-chloroethoxy)-phenyl]-pyridin-2-yl)-acetamide